ClC=1C(=C(C(=C(C1)C(C(CC(=O)O)C)=O)F)C)OC 4-(5-chloro-2-fluoro-4-methoxy-3-methylphenyl)-3-methyl-4-oxobutanoic acid